1-amino-3-(4-bromophenyl)propane NCCCC1=CC=C(C=C1)Br